2-(2-hydroxypropan-2-yl)cyclopropanecarboxamide OC(C)(C)C1C(C1)C(=O)N